[F-].ClC(F)(F)[K] chlorodifluoromethyl-potassium fluoride